silyl-1-propaneamine [SiH3]C(CC)N